C(CCC)NC(=O)C1=NC(=CC=C1)N1CCNCCC1 N-Butyl-6-(1,4-diazepan-1-yl)pyridine-2-carboxamide